N1=C(C=CC=C1)CON1N=C2C=CC=CC2=C1C(=O)N [(pyridin-2-yl)methoxy]-2H-indazole-3-carboxamide